ClC=1C(=C(C(=CC1)N1N=NN=C1)/C=C/C(=O)N1C(C2=CC=CC(=C2CC1)N(C(COC)=O)C)C(=O)N1CCCC1)F (E)-N-(2-(3-(3-chloro-2-fluoro-6-(1H-tetrazol-1-yl)phenyl)acryloyl)-1-(pyrrolidine-1-carbonyl)-1,2,3,4-tetrahydroisoquinoline-5-yl)-2-methoxy-N-methylacetamide